(3R,4R)-1-(1-(3,4-Dichlorobenzyl)-5,6-difluoro-1H-benzimidazol-2-yl)-4-fluoro-3-piperidinamin ClC=1C=C(CN2C(=NC3=C2C=C(C(=C3)F)F)N3C[C@H]([C@@H](CC3)F)N)C=CC1Cl